[N+](=O)(OCC(CO[N+](=O)[O-])N1C(C2=CC=3C(N(C(C3C=C2C1=O)=O)C(CO[N+](=O)[O-])CO[N+](=O)[O-])=O)=O)[O-] (1,3,5,7-Tetraoxo-5,7-dihydropyrrolo[3,4-f]isoindole-2,6(1H,3H)-diyl)bis(propane-2,1,3-triyl) tetranitrate